[Br-].C(C)OC(C(=C)C)=O.C1(=CC=CC2=CC3=CC=CC=C3C=C12)C[NH3+] anthracenylmethyl-ammonium ethyl-methacrylate bromide